7-methyl-2-((6-methyl-2,3-dihydrobenzofuran-5-yl)amino)-7,9-dihydro-8H-purin-8-one CN1C(NC2=NC(=NC=C12)NC=1C(=CC2=C(CCO2)C1)C)=O